C(C1=CC=CC=C1)NC(=O)C1=CC=CC(=N1)C1=NC=CC=C1 N-benzyl-2,2'-bipyridine-6-carboxamide